ethyl 1-(3-cyano-6-(1-methyl-1H-pyrazol-4-yl) pyrazolo[1,5-a]pyridin-4-yl)-1H-pyrazole-4-carboxylate C(#N)C=1C=NN2C1C(=CC(=C2)C=2C=NN(C2)C)N2N=CC(=C2)C(=O)OCC